1,4-bis(isocyanatomethyl)cyclohexaneN N(=C=O)CC1=CCC(CC1)CN=C=O